Dibenzyl (4-(4,4,5,5-tetramethyl-1,3,2-dioxaborolan-2-yl) phenethyl)phosphonate CC1(OB(OC1(C)C)C1=CC=C(CCP(OCC2=CC=CC=C2)(OCC2=CC=CC=C2)=O)C=C1)C